NC1=CC(=C(C(=O)OC)C=C1OC)CCCl methyl 4-amino-2-(2-chloroethyl)-5-methoxybenzoate